CC1(N(CCNC1)O)C dimethylpiperazine-1-ol